O1C(OCC1)C=1C=CC(=NC1)C1=C2CCN(C2=CC=C1)C(=O)OC(C)(C)C tert-butyl 4-[5-(1,3-dioxolan-2-yl)pyridin-2-yl]-2,3-dihydroindole-1-carboxylate